sulfosuccinimidyl (4-azidophenyldithio)propionate C1C(C(=O)N(C1=O)OC(=O)CCSSC2=CC=C(C=C2)N=[N+]=[N-])S(=O)(=O)O